(7R,8S,9R,10S)-rel-7,8,9,10-Tetrahydrobenzo[a]pyrene-7,8,9,10-tetrol C1=CC=C2C=CC=3C=C4C(=C5C=CC1=C2C53)[C@@H]([C@H]([C@H]([C@@H]4O)O)O)O |o1:16,17,18,19|